NCCC(C)(N(C(C)(C)CCN)CCCCCCCCCCCCCCCCCC)C N,N-bis(aminoethyl-methylethyl)octadecylamine